COC=1C=C(C=NS(=O)C(C)(C)C)C=CC1 N-(3-methoxybenzylidene)-2-methylpropane-2-sulfinamide